CN1[C@H]2[C@@](CCC1)(CCC2)COC=2N=C(C1=C(N2)C(=C(N=C1)C1=CC(=CC2=CC=C(C(=C12)C#C)F)O)F)N1C[C@H](O[C@H](C1)C)C 4-(2-{[(4aS,7aR)-1-methyl-octahydro-1H-cyclopenta[b]pyridin-4a-yl]methoxy}-4-[(2R,6S)-2,6-dimethylmorpholin-4-yl]-8-fluoropyrido[4,3-d]pyrimidin-7-yl)-5-ethynyl-6-fluoronaphthalen-2-ol